FC=1C=C(C=C(C1)F)[C@@H]1N(OCC1)C1=CC(=NC=N1)NC1=CC2=C(OC3(CC3)C(N2)=O)C=C1OC (R)-6-((6-(3-(3,5-difluorophenyl)isoxazolidin-2-yl)pyrimidin-4-yl)amino)-7-methoxyspiro[benzo[b][1,4]oxazine-2,1'-cyclopropane]-3(4H)-one